ClC1=NC=C(C(=N1)C1=CC=CC=2N(C(N(C21)COCC[Si](C)(C)C)=O)COCC[Si](C)(C)C)Cl (2,5-dichloropyrimidin-4-yl)-1,3-bis((2-(trimethylsilyl)ethoxy)methyl)-1H-benzo[d]imidazol-2(3H)-one